NC1=C2N=CN(C2=NC=N1)[C@H]1C[C@@H]([C@](O1)(CO)CCl)O (2R,3S,5R)-5-(6-aminopurin-9-yl)-2-(chloromethyl)-2-(hydroxymethyl)oxolan-3-ol